Tert-butyl (2S)-2-{[(2R)-1-methoxy-3-methyl-1-oxobutan-2-yl]carbamoyl}pyrrolidine-1-carboxylate COC([C@@H](C(C)C)NC(=O)[C@H]1N(CCC1)C(=O)OC(C)(C)C)=O